FCC1CN(C1)CCOC1=CC=C(C=C1)[C@H]1OC2=C(C=CC=C2C)C=2C=NC=3C=C(C=CC3C21)O |r| Racemic-5-(4-{2-[3-(fluoromethyl)azetidin-1-yl]ethoxy}phenyl)-7-methyl-5H-[1]benzopyrano[4,3-c]quinolin-2-ol